(E)-N-(tert-butyl)-6-(3,5-dimethoxyphenyl)-3-(3,5-dimethoxystyryl)-2-methylimidazo[1,2-b][1,2,4]triazin-7-amine C(C)(C)(C)NC1=C(N=C2N1N=C(C(=N2)\C=C\C2=CC(=CC(=C2)OC)OC)C)C2=CC(=CC(=C2)OC)OC